NC1=C(SC2=NC(=CN=C21)C)C(=O)NC2CC=1C(=NC(=CC1)N1CC3(OCC(O3)C)C(C1)N)OC2 7-amino-N-(7-{9-amino-2-methyl-1,4-dioxa-7-azaspiro[4.4]nonan-7-yl}-2H,3H,4H-pyrano[2,3-b]pyridin-3-yl)-3-methylthieno[2,3-b]pyrazine-6-carboxamide